2-(((3aR,5s,6aS)-5-((6-(2,3,5-trifluorophenyl)pyridazin-3-yl)amino)hexahydrocyclopenta[c]pyrrol-2(1H)-yl)methyl)adamantan-2-ol FC1=C(C=C(C=C1F)F)C1=CC=C(N=N1)NC1C[C@@H]2[C@@H](CN(C2)CC2(C3CC4CC(CC2C4)C3)O)C1